azobis-(4-methoxy-2,4-dimethyl-valeronitrile) N(=NC(C#N)(CC(C)(OC)C)C)C(C#N)(CC(C)(C)OC)C